1-PHENYL-3-PIPERIDINECARBOXYLIC ACID C1(=CC=CC=C1)N1CC(CCC1)C(=O)O